(S)-7-(3,4-dimethoxyphenyl)-N-(4-((3-methyl-1-morpholino-1-oxobutan-2-yl)carbamoyl)phenyl)pyrazolo[1,5-a]pyrimidine-2-carboxamide COC=1C=C(C=CC1OC)C1=CC=NC=2N1N=C(C2)C(=O)NC2=CC=C(C=C2)C(N[C@H](C(=O)N2CCOCC2)C(C)C)=O